2-(PYRROLIDIN-1-YL)PHENYLBORONIC ACID HYDROCHLORIDE Cl.N1(CCCC1)C1=C(C=CC=C1)B(O)O